ClC1=CC(=C(C=C1)C(C(=O)C1=CNC2=CC(=CC=C12)F)NC1=CC(=CC(=C1)OC)OCCO)OC 2-(4-chloro-2-methoxyphenyl)-1-(6-fluoro-1H-indol-3-yl)-2-((3-(2-hydroxyethoxy)-5-methoxyphenyl)amino)-ethanone